C(C)[NH+](C)C ethyl-(dimethylammonium)